FC(C(=O)O)(F)F.COC1=C(C=CC(=C1)N1CCCCC1)NC(=O)C=1C=NN2C1N=C(C=C2)N[C@H]2CNCCC2 (R)-N-(2-methoxy-4-(piperidin-1-yl)phenyl)-5-(piperidin-3-ylamino)pyrazolo[1,5-a]pyrimidine-3-carboxamide trifluoroacetate salt